BrC=1C=C2C(=CN(C2=CC1)C(CCCCP(O)([O-])=O)=O)/C(=C/C1=C(C=CC(=C1)C#N)OC)/C#N.[Na+] sodium hydrogen (Z)-5-(5-bromo-3-(1-cyano-2-(5-cyano-2-methoxyphenyl) vinyl)-1H-indol-1-yl)-5-oxopentylphosphonate